NC1=NC2=CC(=CC=C2C=C1Br)O[C@H]1CC[C@]2([C@@H]1O[C@H](C2O)N2C=CC1=C2N=CN=C1)O (2R,3aS,6S,6aR)-6-((2-amino-3-bromoquinolin-7-yl)oxy)-2-(7H-pyrrolo[2,3-d]pyrimidin-7-yl)hexahydro-3aH-cyclopenta[b]furan-3,3a-diol